tert-butyl 3-[4-(4,4,5,5-tetramethyl-1,3,2-dioxaborolan-2-yl)phenyl]morpholine-4-carboxylate CC1(OB(OC1(C)C)C1=CC=C(C=C1)C1N(CCOC1)C(=O)OC(C)(C)C)C